2,3,3a,4,5,6,7,7a-octahydro-7,8,8-trimethyl-4,7-methanobenzofuran CC12CCC(C3CCOC31)C2(C)C